C1(CC1)N(CC(C)(C)NC(OC(C)(C)C)=O)C1(CC1)C1=CC(=CC=C1)C(F)(F)F tert-butyl (1-(cyclopropyl(1-(3-(trifluoromethyl) phenyl) cyclopropyl)amino)-2-methylpropan-2-yl)carbamate